C(C)(C)(C)OC(=O)C1(CCC1)C=1C=C2C(OC(C2=CC1)=O)=CN(C)C 1-(3-((dimethylamino)methylene)-1-oxo-1,3-dihydroisobenzofuran-5-yl)cyclobutane-1-carboxylic acid tert-butyl ester